Tert-butyl N-[(3-fluoro-1-bicyclo[1.1.1]pentyl)methyl]-N-[[2-[[5-(5-pyrrolidin-1-yl-3-pyridyl)-1,3,4-thiadiazol-2-yl]methyl]imidazo[1,2-a]pyridin-6-yl]methyl]carbamate FC12CC(C1)(C2)CN(C(OC(C)(C)C)=O)CC=2C=CC=1N(C2)C=C(N1)CC=1SC(=NN1)C=1C=NC=C(C1)N1CCCC1